7-(2-methoxyethoxy)-1-methyl-2-oxo-4-(6-((1-(trifluoromethyl)cyclopropyl)ethynyl)-2,3-dihydrobenzo[e][1,4]oxazepine-1(5H)-yl)-1,2-dihydroquinazoline-6-carbonitrile COCCOC1=C(C=C2C(=NC(N(C2=C1)C)=O)N1CCOCC2=C1C=CC=C2C#CC2(CC2)C(F)(F)F)C#N